CC(CC(C)=O)=O.CC(CC(C)=O)=O.CC(CC(C)=O)=O.CC(CC(C)=O)=O.[Ti+4] titanium (IV) tetrakis(2,4-pentanedione)